2-[(2S)-1,4-Dioxan-2-ylmethyl]-N-(1,3-thiazol-2-ylmethyl)-8-(trifluoromethyl)-4,5-dihydro-2H-furo[2,3-g]indazol-7-carboxamide O1[C@H](COCC1)CN1N=C2C3=C(CCC2=C1)OC(=C3C(F)(F)F)C(=O)NCC=3SC=CN3